C(C)(=O)OC=1C=C(C=CC1)C m-toluyl acetate